S1C=CC(=C1)B(O)O Thiophene-4-yl-boronic acid